[Er+3].[O-2].[Er+3].[O-2].[O-2] erbium oxide, erbium salt